4-(1-((3,3-difluoro-1-methylcyclobutyl)methyl)-4-(trifluoromethyl)-3-(2-(trifluoromethyl)cyclopropyl)-1H-pyrazole-5-carboxamido)-2-(S-methylsulfonimidoyl)pyridine 1-oxide FC1(CC(C1)(C)CN1N=C(C(=C1C(=O)NC1=CC(=[N+](C=C1)[O-])S(=O)(=N)C)C(F)(F)F)C1C(C1)C(F)(F)F)F